COC1=CC(=C(C=C1OC)C(C)=O)[N+](=O)[O-] 1-(4,5-dimethoxy-2-nitrophenyl)ethane-1-one